COCCN1C[C@H](N([C@H](C1)C)C(=O)OC(C)(C)C)C t-butyl (2R,6S)-4-(2-methoxyethyl)-2,6-dimethylpiperazine-1-carboxylate